5-(4-Bromobutoxy)-1H-benzo[d]imidazole BrCCCCOC1=CC2=C(NC=N2)C=C1